C(CCC=CCCCCCCC)=O 4-Dodecenal